ClC=1C=C2C3=C(N(C2=C(C1)C1=CC=C(C=C1)OC)CC1CC1)C(=NC=C3)C 6-Chloro-9-cyclopropylmethyl-8-(4-methoxy-phenyl)-1-methyl-9H-pyrido[3,4-b]indole